Cl.C1(=CC=CC=C1)[C@@H]1[C@@H](CCC1)NC1=NCCCCCCCCCCC1 |r| (±)-N-[(1R-1R*,2R*)-2-Phenylcyclopentyl]-azacyclotridec-1-en-2-amine hydrochloride